C(C1=CC=CC=C1)OC(=O)[C@H]1N([C@H]2C[C@]2(C1)C)C(CN1C(C2=CC=C(C=C2CC1)OC1=CC=CC=C1)=O)=O (1S,3S,5S)-5-methyl-2-[2-(1-oxo-6-phenoxy-3,4-dihydroisoquinolin-2-yl)acetyl]-2-azabicyclo[3.1.0]hexane-3-carboxylic acid benzyl ester